C(N)(OC1=CC=CC=2C(SCC21)(C2=C(C=CC(=C2)F)Cl)C(C)(C)C)=O (tert-butyl 1-(2-chloro-5-fluorophenyl)-1,3-dihydrobenzo[c]thiophen-4-yl) carbamate